O1C2=C(OCC1C=1NCCN1)C(=C(C(=C2[2H])[2H])[2H])[2H] 2-(2,3-Dihydrobenzo[b][1,4]dioxin-2-yl-5,6,7,8-d4)-4,5-dihydro-1H-imidazole